α-iodovaleric acid IC(C(=O)O)CCC